C(C)OC(=O)C=1C(=NN(C1)CCC)C1=CC(=NC(=C1)Cl)Cl 3-(2,6-dichloropyridin-4-yl)-1-propyl-1H-pyrazole-4-carboxylic acid ethyl ester